COC(\C=C\C=1C(=NC(=NC1)SC)NC1CCCC1)=O (E)-3-[4-(cyclopentylamino)-2-methylsulfanyl-pyrimidin-5-yl]2-propenoic acid methyl ester